NC=1C=CC(=C(C1)S(=O)(=O)NC(C)C1=CC=CC2=CC=CC=C12)C 5-Amino-2-methyl-N-(1-(naphthalen-1-yl)ethyl)benzenesulfonamide